(R)-8-(3-(3-Chlorophenyl)isoxazol-5-yl)-9-oxooctahydro-2H-pyrazino[1,2-a]pyrazin ClC=1C=C(C=CC1)C1=NOC(=C1)N1C([C@@H]2N(CCNC2)CC1)=O